oxybis(methyl-2,1-ethandiyl)di-acrylat O(CC(C)C=CC(=O)[O-])CC(C)C=CC(=O)[O-]